3-bromo-5,6,7-trifluoro-1H-indole BrC1=CNC2=C(C(=C(C=C12)F)F)F